C(C)(C)(C)OC(=O)N(C(OC(C)(C)C)=O)CC1=C(C=C(C=C1)C(N)=N)OC tert-butyl (tert-butoxycarbonyl)(4-carbamimidoyl-2-methoxybenzyl)carbamate